C(C)(C)(C)[C@@H]1CC=2C=C3C(=NC2CC1)SC(=N3)C(=O)N[C@H](CC[NH+]3CCC(CC3)O)C3=CC=C(C=C3)C3=CN=CS3 |r| rac-(7S)-7-tert-butyl-N-[rac-(1R)-3-(4-hydroxypiperidin-1-ium-1-yl)-1-(4-thiazol-5-ylphenyl)propyl]-5,6,7,8-tetrahydrothiazolo[5,4-b]quinoline-2-carboxamide